CN1C(=C(C(C=C1C)=O)O)C(NC(=S)C)C=1SC2=C(N1)C=CC(=C2)C 1,6-dimethyl-2-((6-methyl-2-benzothiazolyl)-thioacetaminomethyl)-3-hydroxy-4-pyridone